C(CCCCCCCCCCCCCCCCCCCCCCC)(=O)OCCCCCCCCCCCCCCCCCCCC n-eicosyl tetracosanoate